ClC1=CC2=C(S1)[C@]1(C[C@@H](N(CC1)CC=1N=NN(C1)CCS(=O)(=O)C)C)OCC2 (2'S,7S)-2-chloro-2'-methyl-1'-[[1-(2-methylsulfonylethyl)triazol-4-yl]methyl]spiro[4,5-dihydrothieno[2,3-c]pyran-7,4'-piperidine]